C(C)(C)NC1=C(C=NC2=CC=C(C=C12)C=1C=NNC1)C(=O)NCCC(F)(F)F 4-(isopropylamino)-6-(1H-pyrazol-4-yl)-N-(3,3,3-trifluoropropyl)quinoline-3-carboxamide